C(C1=CC=CC=C1)N1CCC(CC1)(S(=O)(=O)N(C1=CC=C(C=C1)OC(F)(F)F)CC1=CC=C(C=C1)OC)C1=CC=CC=C1 1-benzyl-N-(4-methoxybenzyl)-4-phenyl-N-(4-(trifluoromethoxy)phenyl)piperidine-4-sulfonamide